C(N1C=C(C=2C1=NC=C(C2)NC(C=C)=O)C#CC2=CC=C(C=C2)C(F)(F)F)([2H])([2H])[2H] N-(1-(Methyl-d3)-3-((4-(trifluoromethyl)phenyl)ethynyl)-1H-pyrrolo[2,3-b]pyridin-5-yl)acrylamide